N-(3-(6-(2-cyanophenyl)quinazolin-8-yl)phenyl)acrylamide C(#N)C1=C(C=CC=C1)C=1C=C2C=NC=NC2=C(C1)C=1C=C(C=CC1)NC(C=C)=O